4-methyl-N1-(3-phenylpropyl)-1,2-benzenediamine CC=1C=C(C(=CC1)NCCCC1=CC=CC=C1)N